[1,1'-bis(diphenylphosphino)ferrocene] palladium (II) [Pd+2].C1(=CC=CC=C1)P([C-]1C=CC=C1)C1=CC=CC=C1.[C-]1(C=CC=C1)P(C1=CC=CC=C1)C1=CC=CC=C1.[Fe+2]